N-(2,2-diphenylethyl-carbamylmethyl)glycine C1(=CC=CC=C1)C(CC(NCC(=O)O)C(N)=O)C1=CC=CC=C1